Tert-butyl 4-(4-hydroxycyclohexanecarbonyl)piperazine-1-carboxylate OC1CCC(CC1)C(=O)N1CCN(CC1)C(=O)OC(C)(C)C